C(C)(C)(C)OC(=O)N1CC(=CCC1)C1=NC(=C(C=C1)N)OC 3-(5-amino-6-methoxypyridin-2-yl)-5,6-dihydro-2H-pyridine-1-carboxylic acid tert-butyl ester